3-(sodiosulfamoyl)glutaric acid [Na]NS(=O)(=O)C(CC(=O)O)CC(=O)O